ethyl 1-(2-((tert-butyldimethylsilyl) oxy)-1-p-tolylethyl)-1H-imidazole-5-carboxylate [Si](C)(C)(C(C)(C)C)OCC(C1=CC=C(C=C1)C)N1C=NC=C1C(=O)OCC